(2S,4r)-1-[(2S)-2-(4-cyclopropyl-triazol-1-yl)-3,3-dimethyl-butyryl]-4-hydroxy-N-[1-(4-pyridyl)cyclopropyl]pyrrolidine-2-carboxamide C1(CC1)C=1N=NN(C1)[C@H](C(=O)N1[C@@H](C[C@H](C1)O)C(=O)NC1(CC1)C1=CC=NC=C1)C(C)(C)C